ClC1=C(C(=CC=C1Cl)O)[C@H]1C=C2CO[C@H](CN2CC1)CO (3R,8R,9aS)-8-(2,3-dichloro-6-hydroxyphenyl)-3-(hydroxymethyl)hexahydropyrido[2,1-c][1,4]oxazin